N=1C=NN2C1C=CC=C2C#CC[C@H]2C[C@@H]1N(CCN(C1)C1=NC=C(C#N)C=C1)C2=O 6-((7S,8aS)-7-(3-([1,2,4]triazolo[1,5-a]pyridin-5-yl)prop-2-yn-1-yl)-6-oxohexahydropyrrolo[1,2-a]pyrazin-2(1H)-yl)nicotinonitrile